OC(=O)C(F)(F)F.C(C)(=O)O.C(C)(=O)O diacetic acid TFA salt